3-ethyloxetan-3-ylmethanesulfonate C(C)C1(COC1)CS(=O)(=O)[O-]